ClC=1C(NC(N(C1)C=1C=NN2C1C=C(C=C2)C[C@H]2C[C@@H](N(CC2)C(=O)OC(C)(C)C)C)=O)=O tert-butyl (2s,4r)-4-((3-(5-chloro-2,4-dioxo-3,4-dihydropyrimidin-1(2H)-yl) pyrazolo[1,5-a]pyridin-5-yl) methyl)-2-methylpiperidine-1-carboxylate